C(#N)C=1C(OC(C1C)(C(F)(F)F)C1=CC=CC=C1)=C(C#N)C#N 2-[3-cyano-4-methyl-5-phenyl-5-(trifluoromethyl)-2-furylidene]propanedinitrile